NC(CNC(=O)C1=NC(=CN=C1)C1=CC=2C(=NC(=C(C2)F)Cl)N1)(C)C N-(2-amino-2-methylpropyl)-6-(6-chloro-5-fluoro-1H-pyrrolo[2,3-b]pyridin-2-yl)pyrazine-2-carboxamide